7-chloro-5-methoxy-4-(prop-2-yn-1-ylamino)-1-(pyridin-3-yl)quinazolin-2(1H)-one ClC1=CC(=C2C(=NC(N(C2=C1)C=1C=NC=CC1)=O)NCC#C)OC